N1CC(C1)[C@@H]1CN(CCC1)C1CC(C1)(C(=O)[O-])C trans-3-((R)-3-(azetidin-3-yl) piperidin-1-yl)-1-methylcyclobutane-1-carboxylate